FC1=CC2=C(N(C(=N2)N2C[C@H](C(CC2)(F)F)N)CC2=NC=C(C=C2)F)C(=C1)F (3R)-1-(5,7-difluoro-1-((5-fluoro-2-pyridinyl)methyl)-1H-benzoimidazol-2-yl)-4,4-difluoro-3-piperidinamine